methyl-ethyl-pyridinium bromide [Br-].CC1=[N+](C=CC=C1)CC